4-(4-(3'-chloro-4'-(3-(difluoromethyl)-2-oxo-2,3-dihydro-1H-imidazol-1-yl)-5-fluoro-2-methoxy-[1,1'-biphenyl]-3-yl)pyridin-2-yl)piperazine-1-carboxylic acid tert-butyl ester C(C)(C)(C)OC(=O)N1CCN(CC1)C1=NC=CC(=C1)C=1C(=C(C=C(C1)F)C1=CC(=C(C=C1)N1C(N(C=C1)C(F)F)=O)Cl)OC